O=S1(CC(C1)N1C=CC=2C1=NC(=CC2CN2CCC(CC2)F)C=2C(=C1CN(C(C1=CC2)=O)C2C(NC(CC2)=O)=O)F)=O 3-(5-(1-(1,1-dioxidothietan-3-yl)-4-((4-fluoropiperidin-1-yl)methyl)-1H-pyrrolo[2,3-b]pyridin-6-yl)-4-fluoro-1-oxoisoindolin-2-yl)piperidine-2,6-dione